CN1CCN(CC1)C1=NC=CC(=C1)C1=CNC2=NC(=CC=C21)NC(C2=CC=NC=C2)=O N-(3-(2-(4-Methylpiperazin-1-yl)pyridin-4-yl)-1H-pyrrolo[2,3-b]pyridin-6-yl)isonicotinamide